N-(1,1-dimethyl-2-methyl-sulfinyl-ethyl)-7-fluoro-2-(3-pyridyl)indazole-4-carboxamide CC(CS(=O)C)(C)NC(=O)C=1C2=CN(N=C2C(=CC1)F)C=1C=NC=CC1